C(C)N1C(C=2SC=3C(=NSC3C#N)SC2C1=O)=O 6-ethyl-5,7-dioxo-6,7-dihydro-5H-pyrrolo[3',4':5,6][1,4]dithiaino[2,3-c][1,2]thiazole-3-carbonitrile